2-(4-methyl-oxazol-2-yl)-1-p-toluenesulfonyl-1H-pyrrole CC=1N=C(OC1)C=1N(C=CC1)S(=O)(=O)C1=CC=C(C)C=C1